CN(C=1C=CC(=C(C1)N1/C(/SCC1=O)=N/C(=O)NC1=CC=C(C=C1)N1N=C(N=C1)C1=CC=C(C=C1)OC(F)(F)F)C(C)C)C (Z)-1-(3-(5-(dimethylamino)-2-isopropylphenyl)-4-oxothiazolidin-2-ylidene)-3-(4-(3-(4-(trifluoromethoxy)phenyl)-1H-1,2,4-triazol-1-yl)phenyl)urea